(((9aR,10S)-10-((R)-(2,3-difluorophenyl)(3-fluorophenyl)methyl)-3,5-dioxo-3,5,8,9,9a,10-hexahydro-7H-pyrrolo[1',2':4,5]pyrazino[1,2-b]pyridazin-4-yl)oxy)methyl methyl carbonate C(OCOC1=C2N(N=CC1=O)[C@H]([C@@H]1N(C2=O)CCC1)[C@H](C1=CC(=CC=C1)F)C1=C(C(=CC=C1)F)F)(OC)=O